ClC1=C(C=C2C=C(N=CC2=C1)NC(=O)[C@@H]1CC12CCOCC2)N2CCN(CC2)[C@@]2(COCC2)C (1R)-N-(7-chloro-6-(4-((S)-3-methyltetrahydrofuran-3-yl)piperazin-1-yl)isoquinolin-3-yl)-6-oxaspiro[2.5]octane-1-carboxamide